1-(3-bromo-6-tert-butyl-5-methyl-2-pyridinyl)-4,4-difluoro-azepane BrC=1C(=NC(=C(C1)C)C(C)(C)C)N1CCC(CCC1)(F)F